3-(2,6-dioxopiperidin-3-yl)benzofuran-5-carbaldehyde O=C1NC(CCC1C1=COC2=C1C=C(C=C2)C=O)=O